(S)-5-fluoro-4-((1-hydroxy-3-(octadecyloxy)propan-2-yl)oxy)-2-methoxybenzonitrile FC=1C(=CC(=C(C#N)C1)OC)O[C@@H](CO)COCCCCCCCCCCCCCCCCCC